(2-(4-(1-(benzo[d]thiazol-5-yl)ethyl)piperazin-1-yl)pyrimidin-5-yl)(isopropylimino)(methyl)-λ6-sulfanone S1C=NC2=C1C=CC(=C2)C(C)N2CCN(CC2)C2=NC=C(C=N2)S(=O)(C)=NC(C)C